N1(C=NC2=C1C=CC=C2)CC2N(CCC2)C2=CC(=CC(N2)=O)N2CCOCC2 6-[2-(benzimidazol-1-ylmethyl)pyrrolidin-1-yl]-4-morpholino-1H-pyridin-2-one